S1C=NC(=C1)C[C@H](N)C(=O)O 3-(4-thiazolyl)-alanine